NC1=NC=2C=NC(=CC2C2=C1[C@H](OC2)C)C(=O)N([C@@H](COC)C)CC=2N=NC(=CC2)Br (3R)-4-amino-N-((6-bromo-3-pyridazinyl)methyl)-N-((2R)-1-methoxy-2-propanyl)-3-methyl-1,3-dihydrofuro[3,4-c][1,7]naphthyridine-8-carboxamide